(R)-1-(5-methylpyridin-2-yl)ethyl 4-(7-(1-methyl-1H-pyrazol-4-yl)imidazo[1,2-b]pyridazin-3-yl)piperazine-1-carboxylate CN1N=CC(=C1)C1=CC=2N(N=C1)C(=CN2)N2CCN(CC2)C(=O)O[C@H](C)C2=NC=C(C=C2)C